BrC=1C(=NN(C1)C1CCC1)COCOCC[Si](C)(C)C 4-bromo-1-cyclobutyl-3-(((2-(trimethylsilyl)ethoxy)methoxy)methyl)-1H-pyrazole